ClC1=C(C=CC(=C1)N)NC(=O)NC1=CC=C(C=C1)OC1=CC=CC=C1 1-(2-chloro-4-aminophenyl)-3-(4-(phenoxy)phenyl)urea